tert-butyl-2-bromo-6-(difluoromethoxy)pyridine C(C)(C)(C)C=1C(=NC(=CC1)OC(F)F)Br